2,2,4-trimethyl-1,3-pentanediol monobutyrate benzyl-phthalate C(C1=CC=CC=C1)C1=C(C(C(=O)O)=CC=C1)C(=O)O.C(CCC)(=O)O.CC(CO)(C(C(C)C)O)C